6-(tetrahydrofuran-3-yl)pyrimidin-4-amine O1CC(CC1)C1=CC(=NC=N1)N